7-(methoxymethyl)-5-(4,4,5,5-tetramethyl-1,3,2-dioxaborolan-2-yl)indolin-2-one COCC=1C=C(C=C2CC(NC12)=O)B1OC(C(O1)(C)C)(C)C